N1=C(C=CC=C1)CNCC1=NC=CC=C1 bispicolylamine